COC=1C=C(C=C(C1)OC)C1=CC(=NN1CCC1=CC=CC=C1)C(=O)[O-] 5-(3,5-Dimethoxyphenyl)-1-(2-phenylethyl)-1H-pyrazole-3-carboxylate